C1(CC1)C1=NN(C=N1)C1CC2(CN(C2)C(=O)N2CC3(C2)CN(C3)CC3=CC(=CC=C3)S(=O)(=O)C)C1 [6-(3-cyclopropyl-1,2,4-triazol-1-yl)-2-azaspiro[3.3]heptan-2-yl]-[6-[(3-methylsulfonylphenyl)methyl]-2,6-diazaspiro[3.3]heptan-2-yl]methanone